(+)-4-(3-methoxy-4-{[4-methoxy-2-(trifluoromethyl)phenyl]methoxy}phenyl)-2H,4H,5H,6H,7H-pyrazolo[3,4-b]pyridin-6-one COC=1C=C(C=CC1OCC1=C(C=C(C=C1)OC)C(F)(F)F)C1C=2C(NC(C1)=O)=NNC2